C(C)SC(NC1=CC=CC=C1)=S.[Cu] copper ethyl-N-phenyldithiocarbamate